FC1=C(OC2=C(C=C(C=C2)S(=O)(=O)C)C=2C3=C(C(N(C2)C)=O)NC(=C3)C(=O)N3CCOCC3)C=CC(=C1)F 4-[2-(2,4-difluorophenoxy)-5-(methylsulfonyl)phenyl]-6-methyl-2-(morpholin-4-ylcarbonyl)-1,6-dihydro-7H-pyrrolo[2,3-c]pyridin-7-one